N-((1r,4r)-4-((5-(1-(2,2-difluoroethyl)-4-fluoro-2-methyl-1H-benzo[d]imidazol-6-yl)-4-methoxy-7H-pyrrolo[2,3-d]pyrimidin-2-yl)amino)-1-methylcyclohexyl)acetamide FC(CN1C(=NC2=C1C=C(C=C2F)C2=CNC=1N=C(N=C(C12)OC)NC1CCC(CC1)(C)NC(C)=O)C)F